N-(2-chloro-6-fluoro-3-nitrophenyl)pivalamide ClC1=C(C(=CC=C1[N+](=O)[O-])F)NC(C(C)(C)C)=O